ClC1=CC=C(C=N1)CO (6-chloro-3-pyridyl)methanol